1-(4-fluorophenyl)-4-((6bR,10aS)-3-methyl-2,3,6b,9,10,10a-hexahydro-1H-pyrido[3',4':4,5]pyrrolo[1,2,3-de]quinoxalin-8(7H)-yl)butan-1-one FC1=CC=C(C=C1)C(CCCN1C[C@@H]2[C@@H](N3CCN(C=4C=CC=C2C34)C)CC1)=O